ClC=1C(=NC=C(C1I)F)N(S(=O)(=O)CC1CC1)COCC[Si](C)(C)C N-(3-chloro-5-fluoro-4-iodopyridin-2-yl)-1-cyclopropyl-N-((2-(trimethylsilyl)ethoxy)methyl)-methanesulfonamide